ClC1=C(C=CC(=C1)F)CC(=O)N1[C@H](CCCC1)C (S)-2-(2-chloro-4-fluorophenyl)-1-(2-methylpiperidine-1-yl)ethan-1-one